C(C)(=O)OC[C@@H](C)C1=C(C=C(C=C1)C)Br [(2S)-2-(2-bromo-4-methyl-phenyl) propyl] acetate